(3aS,3bS,10R,11aS)-10-{4-[(tert-butyldimethylsilyl)oxy]phenyl}-11a-methyl-2,3,3a,3b,4,5,8,9,10,11-decahydrospiro[cyclopenta[a]phenanthrene-7,2'-[1,3]dioxolan]-1-one [Si](C)(C)(C(C)(C)C)OC1=CC=C(C=C1)[C@H]1C[C@]2([C@H]([C@@H]3CCC4=CC5(OCCO5)CCC4=C13)CCC2=O)C